1-((2-(fluoromethyl)-2H-tetrazol-5-yl)(phenyl)methyl)piperazine FCN1N=C(N=N1)C(N1CCNCC1)C1=CC=CC=C1